C(C)C=1C(NCC1C)=O 3-ethyl-4-methyl-1,5-dihydro-2H-pyrrol-2-one